NC1=C(C=C(N=N1)C1=C(C=CC=C1)O)N1CC2CCC(C1)N2C2=CC(=NC=C2)C#CCN2C(COCC2)C 2-[6-amino-5-[8-[2-[3-(3-methylmorpholin-4-yl)prop-1-ynyl]-4-pyridinyl]-3,8-diazabicyclo[3.2.1]oct-3-yl]pyridazin-3-yl]phenol